(5-(1-(4-fluorophenyl)-1H-pyrazol-4-yl)-3-hydroxy-4-methylpicolinoyl)glycine FC1=CC=C(C=C1)N1N=CC(=C1)C=1C(=C(C(=NC1)C(=O)NCC(=O)O)O)C